C(#C)C1=NC=C(C(=O)O)C=C1C 6-ethynyl-5-methylnicotinic acid